N1,N4-bis([1,1'-biphenyl]-4-yl)-N1-phenyl-N4-(4-(9-phenyl-9H-carbazol-3-yl)phenyl)benzene-1,4-diamine C1(=CC=C(C=C1)N(C1=CC=C(C=C1)N(C1=CC=C(C=C1)C=1C=CC=2N(C3=CC=CC=C3C2C1)C1=CC=CC=C1)C1=CC=C(C=C1)C1=CC=CC=C1)C1=CC=CC=C1)C1=CC=CC=C1